(7-(trifluoromethyl)-[1,2,4]triazolo[4,3-a]pyridin-3-yl)(4-(2-(trifluoromethyl)phenyl)piperidin-1-yl)methanone FC(C1=CC=2N(C=C1)C(=NN2)C(=O)N2CCC(CC2)C2=C(C=CC=C2)C(F)(F)F)(F)F